(S)-1-(2-((S)-3-(benzofuran-7-ylamino)pyrrolidin-1-yl)acetyl)pyrrolidine-2-carbonitrile O1C=CC2=C1C(=CC=C2)N[C@@H]2CN(CC2)CC(=O)N2[C@@H](CCC2)C#N